3-(2,2-Dimethylbenzo[d][1,3]dioxol-5-yl)propanoic acid CC1(OC2=C(O1)C=CC(=C2)CCC(=O)O)C